(2R,4R)-4-(4,4-diethyl-2-imino-6-oxo-hexahydropyrimidin-1-yl)-N-[(1R,2R)-2-hydroxy-2-methyl-indan-1-yl]-2-methyl-chromane-6-carboxamide C(C)C1(NC(N(C(C1)=O)[C@@H]1C[C@H](OC2=CC=C(C=C12)C(=O)N[C@H]1[C@](CC2=CC=CC=C12)(C)O)C)=N)CC